C(CCCCCCCCCCCCCCCCCCCCCCCC)OC(C(=C)C)=O.C(=O)(C(=C)C)N(CC)CC Methacryl-Diethylamin pentacosanyl-methacrylate